FC(C(=O)O)(F)F.FC(C(=O)O)(F)F.FC(C(=O)O)(F)F.FC(C(=O)O)(F)F.FC(C(=O)O)(F)F.C(C)(=O)N ethanamide pentakistrifluoroacetate